OC1=CC=C(CN2C(C=CC3=CC=CC=C23)=O)C=C1 1-(4-hydroxybenzyl)quinolin-2(1H)-one